tert-butyl (2R,4R)-4-((6-((1-(tert-butyl)-5-methyl-1H-pyrazol-3-yl) amino)-5-fluoro-4-methylpyridin-2-yl) methyl)-1-(3-chloro-2-fluorobenzyl)-2-methylpiperidine-4-carboxylate C(C)(C)(C)N1N=C(C=C1C)NC1=C(C(=CC(=N1)C[C@@]1(C[C@H](N(CC1)CC1=C(C(=CC=C1)Cl)F)C)C(=O)OC(C)(C)C)C)F